(R)-2-(4-(1-fluorocyclopropyl)phenyl)-N-(1-(1-(2,2,2-trifluoroethyl)-1H-pyrazolo[3,4-c]pyridin-5-yl)ethyl)acetamide FC1(CC1)C1=CC=C(C=C1)CC(=O)N[C@H](C)C=1C=C2C(=CN1)N(N=C2)CC(F)(F)F